B(C1=C(C=CC=C1C)C)(O)O 2,6-dimethylboronic acid